3-Bromo-6-fluoro-2-(hydroxymethyl)-1-methyl-8-(2-((tetrahydro-2H-pyran-2-yl)oxy)ethyl)quinolin-4(1H)-one BrC1=C(N(C2=C(C=C(C=C2C1=O)F)CCOC1OCCCC1)C)CO